BrC=1C=NN2C1N=C(N=C2NCC2=CC=C(C=C2)C2=NC=CC=C2)N[C@@H]2[C@H](CCCC2)NC(OC(C)(C)C)=O tert-butyl N-[(1S,2S)-2-{[8-bromo-4-({[4-(pyridin-2-yl)phenyl]methyl}amino)pyrazolo[1,5-a][1,3,5]triazin-2-yl]amino}cyclohexyl]carbamate